COC(=O)C1=C(NC(=C1S(=O)(=O)Cl)C)C 4-(chlorosulfonyl)-2,5-dimethyl-1H-pyrrole-3-carboxylic acid methyl ester